tert-butyl 4-(2-cyano-5-(2-methylprop-1-en-1-yl)phenyl)piperazine-1-carboxylate C(#N)C1=C(C=C(C=C1)C=C(C)C)N1CCN(CC1)C(=O)OC(C)(C)C